2-(2-(cyclopropanesulfonylamino)thiazol-4-yl)-2-methyl-N-(6-(pyrimidin-5-yl)pyridin-3-yl)propionamide C1(CC1)S(=O)(=O)NC=1SC=C(N1)C(C(=O)NC=1C=NC(=CC1)C=1C=NC=NC1)(C)C